CC1=NC=CC(=N1)NC1=NC=CC(=C1)C1=CC(NC(=C1)N1C(COCC1)C(F)(F)F)=O 4-[2-[(2-methylpyrimidin-4-yl)amino]-4-pyridinyl]-6-[3-(trifluoromethyl)morpholin-4-yl]-1H-pyridin-2-one